2-(2-oxo-2-phenylethyl)isoindole-1,3-dione O=C(CN1C(C2=CC=CC=C2C1=O)=O)C1=CC=CC=C1